C(C)(C)(C)OC(=O)C=1C=C2CCNCC2=CC1 3,4-dihydro-1H-isoquinoline-6-carboxylic acid tert-butyl ester